N-(2-fluoro-4-(5-(trifluoromethyl)-1,3,4-oxadiazol-2-yl)benzyl)-N-(3-fluorophenyl)tetrahydro-2H-thiopyran-4-sulfonamide 1,1-dioxide FC1=C(CN(S(=O)(=O)C2CCS(CC2)(=O)=O)C2=CC(=CC=C2)F)C=CC(=C1)C=1OC(=NN1)C(F)(F)F